3-endo-(8-{2-[(4-fluorocyclohexylmethyl)-(2-hydroxyacetyl)amino]-ethyl}-8-azabicyclo[3.2.1]oct-3-yl)-benzamide TFA salt OC(=O)C(F)(F)F.FC1CCC(CC1)CN(CCN1C2CC(CC1CC2)C=2C=C(C(=O)N)C=CC2)C(CO)=O